C1(C=CC2=CC=CC=C12)[Si]([Si](C1C(=C(C(=C1C)C)C)C)(C)C)(C)C 1-(1H-inden-1-yl)-1,1,2,2-tetramethyl-2-(2,3,4,5-tetramethylcyclopenta-2,4-dien-1-yl)disilane